(4-((1R,4R)-2-oxa-5-azabicyclo[2.2.1]heptan-5-yl)piperidin-1-yl)(7-((4-(ethylamino)-3-(trifluoromethyl)-1H-pyrrolo[2,3-b]pyridin-6-yl)amino)-2,3-dihydrobenzofuran-4-yl)methanone [C@H]12OC[C@H](N(C1)C1CCN(CC1)C(=O)C1=CC=C(C3=C1CCO3)NC3=CC(=C1C(=N3)NC=C1C(F)(F)F)NCC)C2